1,1-dioxo-4-bromo-2-methyl-2,3-dihydrobenzo[d]isothiazole O=S1(N(CC2=C1C=CC=C2Br)C)=O